2,5-dibromo-3-fluoro-7,8-dimethyl-1,6-naphthyridine BrC1=NC2=C(C(=NC(=C2C=C1F)Br)C)C